4-{5-[(R)-(1,3-dimethyl-azetidin-3-yl)-hydroxy-(4-isopropyl-phenyl)-methyl]-pyridin-3-yl}-2-pyrimidin-2-yl-but-3-yn-2-ol CN1CC(C1)(C)[C@@](C=1C=C(C=NC1)C#CC(C)(O)C1=NC=CC=N1)(C1=CC=C(C=C1)C(C)C)O